N1C(CCC1)C(=O)[O-] 2-pyrrolidinate